(R)-2-(4-((6-(3-(2-Ethoxyphenoxy)piperidin-1-yl)pyrazin-2-yl)carbamoyl)piperidin-1-yl)pyrimidin C(C)OC1=C(O[C@H]2CN(CCC2)C2=CN=CC(=N2)NC(=O)C2CCN(CC2)C2=NC=CC=N2)C=CC=C1